C12C(CC(C=C1)C2)CNC(C(=O)NC2=CNC=1C2=NC=CC1)=O N1-(bicyclo[2.2.1]hept-5-en-2-ylmethyl)-N2-(1H-pyrrolo[3,2-b]pyridin-3-yl)oxalamide